NCC1=CC(=C(C(=C1)C)NC(=O)C1=CC2=C(OCCC3=C2SC=C3)C=C1C=1C(=NC(=CC1)C(=O)N1[C@@H](CCC1)C1=CC=CC=C1)C(=O)O)C (S)-3-(9-((4-(aminomethyl)-2,6-dimethylphenyl)carbamoyl)-4,5-dihydrobenzo[b]thieno[2,3-d]oxepin-8-yl)-6-(2-phenylpyrrolidine-1-carbonyl)picolinic acid